4-(α-methylvinyl)styrene CC(=C)C1=CC=C(C=C1)C=C